6-(3-(pyridin-4-yl)phenyl)pyridine-2,3-diamine N1=CC=C(C=C1)C=1C=C(C=CC1)C1=CC=C(C(=N1)N)N